benzyl (S)-2-((S)-1-((S)-2-((S)-2-((tert-butoxycarbonyl)(methyl)amino)propanamido)-2-cyclohexylacetyl)pyrrolidine-2-carboxamido)-3,3-diphenylpropanoate C(C)(C)(C)OC(=O)N([C@H](C(=O)N[C@H](C(=O)N1[C@@H](CCC1)C(=O)N[C@H](C(=O)OCC1=CC=CC=C1)C(C1=CC=CC=C1)C1=CC=CC=C1)C1CCCCC1)C)C